6-fluoro-3-(((3-fluoropyridin-2-yl)methyl)amino)-5-(phenylethynyl)-4H-benzo[e][1,2,4]thiadiazine 1,1-dioxide FC=1C=CC2=C(NC(=NS2(=O)=O)NCC2=NC=CC=C2F)C1C#CC1=CC=CC=C1